C1(CC1)N1N=CC(=C1)[C@@H]1OCC[C@@H](C1)C1=NC2=NC(=CN=C2C(=N1)C12CC(C1)(C2)C(F)(F)F)C 2-((2R,4S)-2-(1-cyclopropyl-1H-pyrazol-4-yl)tetrahydro-2H-pyran-4-yl)-7-methyl-4-(3-(trifluoromethyl)bicyclo[1.1.1]pentan-1-yl)pteridine